3,6-Dimethyl-2-(3-pyridyl)-8-[(1R)-1-(2-thiazol-5-ylanilino)-ethyl]chromen-4-one CC1=C(OC2=C(C=C(C=C2C1=O)C)[C@@H](C)NC1=C(C=CC=C1)C1=CN=CS1)C=1C=NC=CC1